(1R,2R)-2-(5-{2-[(1R,2R)-2-carboxycyclopropanecarbonyl]-1,3-dioxo-2,3-dihydro-1H-indene-5-carbonyl}-1,3-dioxo-2,3-dihydro-1H-indene-2-carbonyl)cyclopropane-1-carboxylic acid C(=O)(O)[C@H]1[C@@H](C1)C(=O)C1C(C2=CC=C(C=C2C1=O)C(=O)C=1C=C2C(C(C(C2=CC1)=O)C(=O)[C@H]1[C@@H](C1)C(=O)O)=O)=O